4-(4-(4-(2-(2-Aminopyridin-3-yl)-5-phenyl-3H-imidazo[4,5-b]pyridin-3-yl)benzyl)piperazin-1-yl)-2-hydroxy-5-vinylbenzaldehyde NC1=NC=CC=C1C1=NC=2C(=NC(=CC2)C2=CC=CC=C2)N1C1=CC=C(CN2CCN(CC2)C2=CC(=C(C=O)C=C2C=C)O)C=C1